BrC1=C(C=C(C=C1OC)CC=1C(=NC(=NC1)N)N)OC 5-[(4-bromo-3,5-dimethoxyphenyl)methyl]pyrimidine-2,4-diamine